6-amino-3,4-dihydro-2H-naphthalen-1-one NC=1C=C2CCCC(C2=CC1)=O